BrC=1C=C(C=CC1)[C@H](C)NC1=NC(N(C(N1)=O)C1CCOCC1)=O (S)-6-((1-(3-bromophenyl)ethyl)amino)-3-(tetrahydro-2H-pyran-4-yl)-1,3,5-triazine-2,4(1H,3H)-dione